2-((4-(dimethylphosphoryl)-2-methoxyphenyl)amino)-4-(ethylamino)-7H-pyrrolo[2,3-d]pyrimidine-5-carbonitrile CP(=O)(C)C1=CC(=C(C=C1)NC=1N=C(C2=C(N1)NC=C2C#N)NCC)OC